C(C=C)(=O)N1[C@@H]([C@H](OCC1)C=1C=C(N(C(C1)Cl)C)C1=CC=NC(=C1F)OC)C 4-((2R,3R)-4-acryloyl-3-methylmorpholin-2-yl)-6-chloro-5'-fluoro-6'-methoxy-N-methyl-[2,4'-bipyridine]